FCC1CN(C1)CCCB1OC(C(O1)(C)C)(C)C 3-(Fluoromethyl)-1-(3-(4,4,5,5-tetramethyl-1,3,2-dioxaborolan-2-yl)propyl)azetidine